FC(CN1C(N(C(C1=O)C(C)C)C=1N=C2N(CCOC3=C2C=CC(=C3)N3[C@@H](CCC3)C(=O)N)C1)=O)F (2S)-1-(2-(3-(2,2-difluoroethyl)-5-isopropyl-2,4-dioxoimidazolidin-1-yl)-5,6-dihydrobenzo[f]imidazo[1,2-d][1,4]oxazepin-9-yl)pyrrolidine-2-carboxamide